The molecule is a cationic fluorescent dye derived from a xanthene-based heteroheptacycle. It has a role as a fluorochrome. It is an organic heteroheptacyclic compound and an iminium ion. It derives from a hydride of a 2,3,6,7,12,13,16,17-octahydropyrido[3,2,1-ij]quinolizino[1',9':6,7,8]chromeno[2,3-f]quinolin-18-ium. CC1=CC(=C(C=C1)N(CC(=O)OCOC(=O)C)CC(=O)OCOC(=O)C)OCCOC2=C(C=CC(=C2)C3=C4C=C5CCC[N+]6=C5C(=C4OC7=C3C=C8CCCN9C8=C7CCC9)CCC6)N(CC(=O)OCOC(=O)C)CC(=O)OCOC(=O)C